triazol-yl-carboxamide N1N=NC(=C1)C(=O)N